mono-propylene glycol stearate C(CCCCCCCCCCCCCCCCC)(=O)O.CC(CO)O